1-(3,5-dichlorobenzyl)-5-methyl-1H-1,2,3-triazole ClC=1C=C(CN2N=NC=C2C)C=C(C1)Cl